2-(((R)-1-(2-((1R,5S)-3-azabicyclo[3.1.0]hexan-3-yl)-6-fluoro-3-methyl-4-oxo-3,4-dihydroquinazolin-8-yl)ethyl)amino)benzoic acid [C@@H]12CN(C[C@H]2C1)C1=NC2=C(C=C(C=C2C(N1C)=O)F)[C@@H](C)NC1=C(C(=O)O)C=CC=C1